3-(Benzyloxy)propanal C(C1=CC=CC=C1)OCCC=O